N-((1H-pyrrol-2-yl)methyl)-4'-amino-4-chloro-4''-sulfamoyl-[1,1':3',1''-terphenyl]-5'-carboxamide N1C(=CC=C1)CNC(=O)C=1C(=C(C=C(C1)C1=CC=C(C=C1)Cl)C1=CC=C(C=C1)S(N)(=O)=O)N